1-(6-((5-bromo-2-chloropyrimidin-4-yl)amino)-2-methylquinolin-5-yl)phospholane BrC=1C(=NC(=NC1)Cl)NC=1C(=C2C=CC(=NC2=CC1)C)P1CCCC1